N-iso-Pentyl-4-(2-oxa-7-azaspiro[3.5]nonan-7-yl)-1H-benzo[d]imidazole-1-carboxamide C(CC(C)C)NC(=O)N1C=NC2=C1C=CC=C2N2CCC1(COC1)CC2